N-(6-(2-(4,4-difluorocyclohexyl)vinyl)benzo[d][1,3]dioxol-4-yl)-3-methyl-2-oxoimidazolidine-4-carboxamide FC1(CCC(CC1)C=CC=1C=C(C2=C(OCO2)C1)NC(=O)C1N(C(NC1)=O)C)F